(5-(6-(((4-hydroxypyridin-2-yl)methyl)(methyl)amino)-1H-imidazo[4,5-c]pyridin-2-yl)-1H-pyrrol-3-yl)(2-(trifluoromethyl)phenyl)methanone OC1=CC(=NC=C1)CN(C1=CC2=C(C=N1)N=C(N2)C2=CC(=CN2)C(=O)C2=C(C=CC=C2)C(F)(F)F)C